NC=1C(=C(C=C2C=C(N=CC12)NC(OC1CC(C1)C#N)=O)C1=C(C2=C(OCCN2)N=C1)C)C#N 3-Cyanocyclobutyl (8-amino-7-cyano-6-(8-methyl-2,3-dihydro-1H-pyrido[2,3-b][1,4]oxazin-7-yl)isoquinolin-3-yl)carbamate